2-formylbenzothiophene-3-carbonitrile C(=O)C=1SC2=C(C1C#N)C=CC=C2